2-(2-hydroxy-4-propoxy-5-methylphenyl)-4,6-bis(2,4-di-tert-butylphenyl)-s-triazine OC1=C(C=C(C(=C1)OCCC)C)C1=NC(=NC(=N1)C1=C(C=C(C=C1)C(C)(C)C)C(C)(C)C)C1=C(C=C(C=C1)C(C)(C)C)C(C)(C)C